(hydroxymethyl)-4,5-dimethoxytetrahydro-2H-pyran-3-ol OCC1OCC(C(C1O)OC)OC